ClC1=C(C=C(OCC(=O)NC23CC(C2)(C3)N3N=CC(=C3)C3[C@@H]2CN(C[C@H]32)CC(F)(F)F)C=C1)F 2-(4-chloro-3-fluorophenoxy)-N-(3-{4-[(1R,5S,6s)-3-(2,2,2-trifluoroethyl)-3-azabicyclo[3.1.0]hexan-6-yl]-1H-pyrazol-1-yl}bicyclo[1.1.1]pentan-1-yl)acetamide